4-methoxy-2-(2-methoxyisonicotinamido)benzo[d]thiazole-6-carboxylic acid COC1=CC(=CC2=C1N=C(S2)NC(C2=CC(=NC=C2)OC)=O)C(=O)O